NC1(CC1)CCO 2-(1-aminocyclopropyl)ethanol